C[C@H]1N(C[C@@H]([C@H]([C@@H]1O)O)O)CC1(CCN(CC1)C1=CC=CC=C1)C (2R,3R,4R,5S)-2-methyl-1-((4-methyl-1-phenylpiperidin-4-yl)methyl)piperidin-3,4,5-triol